C(C)(C)(C1=CC=CC=C1)C=1C(=C(C=C(C1)C(C)(C)C1=CC=CC=C1)N1N=C2C(=N1)C=CC=C2)O 2-(3,5-bis-alpha-cumyl-2-hydroxyphenyl)-2H-benzotriazole